N-(4-(4-amino-5-(4-((4-cyanopyrimidin-2-yl)oxy)-3-fluorophenyl)-7-methyl-7H-pyrrolo[2,3-d]pyrimidin-6-yl)phenyl)methacrylamide NC=1C2=C(N=CN1)N(C(=C2C2=CC(=C(C=C2)OC2=NC=CC(=N2)C#N)F)C2=CC=C(C=C2)NC(C(=C)C)=O)C